NC(C(=O)O)CC1=CC(=CC=C1)CC(=O)O 2-amino-3-(3-(carboxymethyl)phenyl)propanoic acid